(S)-1-benzyl-N-(5-methyl-4-oxo-7-(3-oxo-3-(pyrrolidin-1-yl)propyl)-2,3,4,5-tetrahydrobenzo[b][1,4]oxazepin-3-yl)-1H-1,2,4-triazole-3-carboxamide C(C1=CC=CC=C1)N1N=C(N=C1)C(=O)N[C@@H]1C(N(C2=C(OC1)C=CC(=C2)CCC(N2CCCC2)=O)C)=O